C(C)C=1C(=NC2=CC(=CC=C2C1)C=C)OC 3-Ethyl-2-methoxy-7-vinylquinoline